2-bromo-3-(2,3-difluorophenyl)thiophene BrC=1SC=CC1C1=C(C(=CC=C1)F)F